C(C)OC(C(=C)C)=O.C(CCCCCCCCCCCCCCC)[NH+](C)C hexadecyldimethylammonium ethyl-methacrylate